2-chloro-4-((7-(((1r,5s,6s)-3-methyl-3-azabicyclo[3.1.0]hexane-6-yl)ethynyl)-6-nitroquinazolin-4-yl)amino)phenol ClC1=C(C=CC(=C1)NC1=NC=NC2=CC(=C(C=C12)[N+](=O)[O-])C#CC1[C@@H]2CN(C[C@H]12)C)O